[Mg+2].ClC1=C(C=C(C=C1)Cl)S(=O)(=O)[O-].ClC1=C(C=C(C=C1)Cl)S(=O)(=O)[O-] 2,5-dichlorobenzenesulfonic acid, magnesium salt